C(C)(C)(C)S(=O)NC1CCN2C(=CC=C12)C(=O)NC1=CC(=C(C=C1)F)Cl 1-((Tert-butylsulfinyl)amino)-N-(3-chloro-4-fluorophenyl)-2,3-dihydro-1H-pyrrolizine-5-carboxamide